C1(=C(C(=C(C(=C1C(=O)Cl)C(=O)Cl)C(=O)Cl)C(=O)Cl)C(=O)Cl)C(=O)Cl benzene-1,2,3,4,5,6-hexacarbonyl chloride